5-((diethoxyphosphoryl)fluoromethyl)benzo[b]thiophene-2-carboxylic acid C(C)OP(=O)(OCC)C(C1=CC2=C(SC(=C2)C(=O)O)C=C1)F